[N-](S(=O)(=O)C(F)(F)F)S(=O)(=O)C(F)(F)F.C(CCCCC)[P+](CCCCCCCCCCCCCC)(CCCCCC)CCCCCC trihexyl(tetradecyl)phosphonium bis(trifluoromethanesulfonyl)imide